FC(C(=O)O)(F)F.N1=CN=C2N=CNC2=C1N purin-6-amine trifluoroacetic acid salt